C(C)(C)N1N=NC2=C1C=CC(=C2)C2=NOC(=N2)C2=CC=C(C=C2)OC 3-(1-isopropyl-benzotriazol-5-yl)-5-(4-methoxyphenyl)-1,2,4-oxadiazole